I.C(CC)(N)N Propanediamine hydroiodide